N-ethoxyformyl-O-p-nitrobenzenesulfonyl-L-homoserine ethyl ester C(C)OC([C@@H](NC(=O)OCC)CCOS(=O)(=O)C1=CC=C(C=C1)[N+](=O)[O-])=O